NC1=C(C=CC=C1)NC(C1=C(C=CC(=C1)C(=C)C1=CC(=NC2=CC=CC=C12)C)OC)=O N-(2-aminophenyl)-2-methoxy-5-(1-(2-methylquinolin-4-yl)vinyl)benzamide